C(C1=CC=CC=C1)OC1=CC(=C(C=C1)NC(C1=C(C=CC=C1)Cl)=O)C N-(4-(benzyloxy)-2-methylphenyl)-2-chlorobenzamide